(6-p-toluenesulfonylimidazo[4,5-d]pyrrolo[2,3-b]pyridin-1(6H)-yl)-8-azabicyclo[3.2.1]octan-3-one CC1=CC=C(C=C1)S(=O)(=O)N1C=CC=2C1=NC=C1C2N(C=N1)C12CC(CC(CC1)N2)=O